[O-]CCC.[O-]CCC.[O-]CCC.[O-]CCC.[V+4] vanadium tetrapropoxide